[Si](C1=CC=CC=C1)(C1=CC=CC=C1)(C(C)(C)C)O[C@@H]1[C@H](COC1)O (3S,4S)-4-((tert-butyldiphenylsilyl)oxy)tetrahydrofuran-3-ol